4'-[spiro(xanthene-9,9'-fluorene)-2,6-diylbis(oxycarbonyl)]bis-aniline C1=CC=CC=2C3=CC=CC=C3C3(C12)C1=CC=C(C=C1OC=1C=CC(=CC13)OC(=O)NC1=CC=CC=C1)OC(=O)NC1=CC=CC=C1